N-imidazo[1,2-a]pyridin-7-yl-2-oxo-2-[(2R,5S)-5-methyl-2-[2-(1-methyl-4-piperidyl)indazol-5-yl]-1-piperidyl]acetamide N=1C=CN2C1C=C(C=C2)NC(C(N2[C@H](CC[C@@H](C2)C)C2=CC1=CN(N=C1C=C2)C2CCN(CC2)C)=O)=O